5-bromo-4-fluoro-2,3-dihydro-1H-indene BrC=1C(=C2CCCC2=CC1)F